(S)-3-(3-fluoro-4-(6-(2-ethyl-2H-tetrazol-5-yl)pyridin-3-yl)phenyl)-5-(hydroxyfluoromethyl)oxazolidin-2-one HEXENYLSALICYLAT C(=CCCCC)OC=1C(C(=O)O)=CC=CC1.FC=1C=C(C=CC1C=1C=NC(=CC1)C=1N=NN(N1)CC)N1C(O[C@@H](C1)C(F)O)=O